C(C)(C)(C)OC(=O)N1CC=2C(CC1)=NN(C2NC(NCC(OC)OC)=O)C2=CC(=C(C(=C2)C)Cl)C 2-(4-chloro-3,5-dimethylphenyl)-3-(2,2-dimethoxyethylcarbamoylamino)-6,7-dihydro-4H-pyrazolo[4,3-c]Pyridine-5-carboxylic acid tert-butyl ester